C1(=CC=C(C=C1)CO)\C=C\C1=CC=CC=C1 trans-4-Stilbenemethanol